methoxyl-acetaldehyde O(C)CC=O